BrC1=CC=C(C=N1)CN1CCC2(CC1)OCCC1=C2C=C(S1)CC 1'-[(6-bromo-3-pyridyl)methyl]-2-ethyl-spiro[6,7-dihydrothieno[3,2-c]pyran-4,4'-piperidine]